C(CCCCCCCCCCCCCCCCCCCCC)OC1=C(CS)C=CC(=C1)OCCCCCCCCCCCCCCCCCCCCCC 2,4-bis(docosyloxy)benzyl thiol